C(CCCC)CC(=O)O.C(C)(=O)OCCCCC amyl acetate (n-amyl acetate)